5-methyl-7-piperazin-1-yl-3-[[3-[rac-(3R,5R)-5-(4-chlorophenyl)tetrahydro-furan-3-yl]-1,2,4-oxadiazol-5-yl]methyl]imidazo[5,1-f][1,2,4]triazin-4-one CC=1N=C(N2N=CN(C(C21)=O)CC2=NC(=NO2)[C@@H]2CO[C@H](C2)C2=CC=C(C=C2)Cl)N2CCNCC2 |r|